(R)-7-(benzyloxy)-3,4,12,12a-tetrahydro-1H-[1,4]Oxazino[3,4-c]Pyrido[2,1-f][1,2,4]Triazine-6,8-dione C(C1=CC=CC=C1)OC=1C(C=CN2N[C@H]3N(C(C21)=O)CCOC3)=O